Methyl (R)-3-(2-bromo-3-fluorophenyl)-2-((methoxycarbonyl)amino)propanoate BrC1=C(C=CC=C1F)C[C@H](C(=O)OC)NC(=O)OC